CN1N=CC2=CC=C(C=C12)C=1C2=C(NN1)C1=C(C2)SC(=C1)C=1C=NC(=CC1)N1CCN(CC1)C 3-(1-Methyl-1H-indazol-6-yl)-6-(6-(4-methylpiperazin-1-yl)pyridin-3-yl)-1,4-dihydrothieno[2',3':4,5]cyclopenta[1,2-c]pyrazole